CC1=CC2=C(N(C=N2)C2=CC(=C(C=C2)F)[C@]2(NC(N(S(C2)(=O)=O)C)=N)C)C=C1 (R)-5-methyl-N-(4-fluoro-3-(3-imino-2,5-dimethyl-1,1-dioxo-1,2,4-thiadiazin-5-yl)phenyl)-1H-benzo[d]imidazole